C(C1=CC=CC=C1)S(=O)(=O)NC(=O)C1=NN=C(N1C1=C(C=CC=C1OC)OC)C1=NC(=CC=C1)C N-(benzylsulfonyl)-4-(2,6-dimethoxyphenyl)-5-(6-methylpyridin-2-yl)-4H-1,2,4-triazole-3-carboxamide